CNC(=O)C=1N=NN(C1)CCCCC=1N=NC(=CC1)NC(CC1=NC=CC(=C1)C(F)(F)F)=O N-methyl-1-(4-(6-(2-(4-(trifluoromethyl)pyridin-2-yl)acetamido)pyridazin-3-yl)butyl)-1H-1,2,3-triazole-4-carboxamide